ClC(=O)[C@](O)([C@](O)([C@H](O)C(O)C(C)=O)C(C)=O)C(C)=O 1-chloro-2,3,5-triacetyl-D-ribose